NC1=C2NC(N(C2=NC(=N1)NS(=O)(=O)CCC)CC1=CC=CC=C1)=O 6-amino-9-benzyl-2-(propylsulfonylamino)-7H-purin-8-one